(1r,4r)-N1-(8-chloro-2-(2,6-difluorophenyl)pyrazolo[1,5-a][1,3,5]triazin-4-yl)-N4-(3-fluoropropyl)cyclohexane-1,4-diamine ClC=1C=NN2C1N=C(N=C2NC2CCC(CC2)NCCCF)C2=C(C=CC=C2F)F